N1=CN=CC2=C1C(=CS2)CO thieno[3,2-d]Pyrimidine-7-methanol